COC(C1CCN(CC1)C1=CC=C(C=C1)[C@H]1C=2C=CC(=CC2C(C[C@H]1CC(C)C)(F)F)O)OC (5S,6R)-5-(4-(4-(dimethoxymethyl)piperidin-1-yl)phenyl)-8,8-difluoro-6-isobutyl-5,6,7,8-tetrahydronaphthalen-2-ol